BrC1=CC=C(C=C1)C#CC=1CCN(CC1)CCC(C(=O)NO)(S(=O)(=O)C)C 4-(4-((4-bromophenyl)ethynyl)-3,6-dihydropyridin-1(2H)-yl)-N-hydroxy-2-methyl-2-(methylsulfonyl)butanamide